9-(4-((1-(3-fluoropropyl)azetidin-3-yl)methyl)phenyl)-8-(3-(trifluoromethoxy)phenyl)-6,7-dihydro-5H-benzo[7]annulene-3-carboxylic acid, hydrochloride Cl.FCCCN1CC(C1)CC1=CC=C(C=C1)C1=C(CCCC2=C1C=CC(=C2)C(=O)O)C2=CC(=CC=C2)OC(F)(F)F